C(C1=CC=CC=C1)C=1C(OC2=CC=C(C=C2C1C)OCC(CNC=1SC=CN1)O)=O 3-benzyl-6-(2-hydroxy-3-(thiazole-2-ylamino)propoxy)-4-methyl-2H-chromen-2-one